tert-Butyl 4-(quinolin-3-yl)-1,4-diazepane-1-carboxylate N1=CC(=CC2=CC=CC=C12)N1CCN(CCC1)C(=O)OC(C)(C)C